FC1=C(C=C(C=C1)S(=O)(=O)C)NC1=NC=CC=2C(=C(C=CC12)C)N N1-(2-fluoro-5-(methylsulfonyl)phenyl)-6-methylisoquinoline-1,5-diamine